4-(4-Chlorophenyl)-2-methyl-5-(9H-xanthen-9-yl)oxazole ClC1=CC=C(C=C1)C=1N=C(OC1C1C2=CC=CC=C2OC=2C=CC=CC12)C